1-((4-(1-(2,6-dichlorophenyl)azetidin-3-yl)naphthalen-1-yl)methyl)-piperidine-4-carboxylic acid, formate salt C(=O)O.ClC1=C(C(=CC=C1)Cl)N1CC(C1)C1=CC=C(C2=CC=CC=C12)CN1CCC(CC1)C(=O)O